C1(CC1)C(C1(CC(C1)=O)C)B1OC(C(O1)(C)C)(C)C 3-(cyclopropyl(4,4,5,5-tetramethyl-1,3,2-dioxaborolan-2-yl)methyl)-3-methylcyclobutan-1-one